C1(CC1)C([C@@H](C(NC=1C=C2CC(CC2=CC1)N1C(N[C@@H](C1)C(F)(F)F)=O)=O)NC(=O)C1=NOC=C1C)C1CC1 N-((2S)-1,1-dicyclopropyl-3-oxo-3-((2-((S)-2-oxo-4-(trifluoromethyl)imidazolidin-1-yl)-2,3-dihydro-1H-inden-5-yl)amino)propan-2-yl)-4-methylisoxazole-3-carboxamide